1-(3-fluorophenyl)-6-methyl-4-oxo-N-(2-oxo-2,3,4,5-tetrahydro-1H-benzo[b]-azepin-3-yl)-1,4-dihydropyridazine-3-carboxamide FC=1C=C(C=CC1)N1N=C(C(C=C1C)=O)C(=O)NC1CCC2=C(NC1=O)C=CC=C2